Cl.FC1=C(C=CC(=C1)C1=NNC=N1)C=1N=C2SC3=C(N2C1)C=CC(=C3)C(=O)NCCCN3CCC(CC3)F 2-(2-fluoro-4-(1H-1,2,4-triazol-3-yl)phenyl)-N-(3-(4-fluoropiperidin-1-yl)propyl)benzo[d]imidazo[2,1-b]thiazole-7-carboxamide hydrochloride